1-(4-bromo-3-methoxy-5-methylthiophene-2-yl)ethan-1-one BrC=1C(=C(SC1C)C(C)=O)OC